C(C)SC1=NN2C(N=CC=C2C2=NC=CC=N2)=C1C1=NC=C(N=C1)OCC(C(F)(F)F)(F)F 2-(ethylthio)-3-(5-(2,2,3,3,3-pentafluoropropoxy)pyrazin-2-yl)-7-(pyrimidin-2-yl)pyrazolo[1,5-a]pyrimidine